benzyl-((S)-3-(naphthalene-1-yl)-2-oleamidopropionyl)-leucyl-valine C(C1=CC=CC=C1)N([C@@H](CC(C)C)C(=O)N[C@@H](C(C)C)C(=O)O)C([C@H](CC1=CC=CC2=CC=CC=C12)NC(CCCCCCC\C=C/CCCCCCCC)=O)=O